2-BORONOBENZO[B]THIOPHENE-5-CARBOXYLIC ACID B(O)(O)C1=CC2=C(S1)C=CC(=C2)C(=O)O